5-(5-((1R,4R,7R)-7-amino-2-azabicyclo[2.2.1]heptane-2-carbonyl)-7-fluoro-1-methyl-1H-benzo[d]imidazol-2-yl)-3-ethyl-2-oxo-2,3-dihydro-1H-pyrrolo[1,2,3-de]quinoxaline-9-carbonitrile N[C@H]1[C@@H]2N(C[C@H]1CC2)C(=O)C2=CC1=C(N(C(=N1)C1=CC=3C=4N1C(C(NC4C(=CC3)C#N)=O)CC)C)C(=C2)F